4-(3-(3-(benzyloxy)benzoyl)-6-(3,5-dimethylisoxazol-4-yl)-1H-pyrrolo[3,2-b]pyridin-1-yl)-3,5-dichlorobenzoic acid C(C1=CC=CC=C1)OC=1C=C(C(=O)C2=CN(C=3C2=NC=C(C3)C=3C(=NOC3C)C)C3=C(C=C(C(=O)O)C=C3Cl)Cl)C=CC1